6-(4-methoxy-3-(2-methoxyethoxy)benzyl)-5-methyl-2-phenyl-3-(piperidin-1-yl)pyrazolo[1,5-a]pyrimidin-7(4H)-one COC1=C(C=C(CC2=C(NC=3N(C2=O)N=C(C3N3CCCCC3)C3=CC=CC=C3)C)C=C1)OCCOC